Ethyl 2-(2-ethoxy-1-hydroxy-2-oxoethyl)-5-oxo-4-phenyl-2,5-dihydrofuran-2-carboxylate C(C)OC(C(O)C1(OC(C(=C1)C1=CC=CC=C1)=O)C(=O)OCC)=O